2-(2-chloroethyl)-2-azabicyclo[2.2.1]Heptane ClCCN1C2CCC(C1)C2